6-(2-(tosyloxy)ethoxy)-2-azaspiro[3.3]Heptane-2-carboxylic acid tert-butyl ester C(C)(C)(C)OC(=O)N1CC2(C1)CC(C2)OCCOS(=O)(=O)C2=CC=C(C)C=C2